(3S)-1-[7-(4-fluoro-2-methylsulfonyl-phenoxy)-2-azaspiro[3.5]nonane-2-carbonyl]pyrrolidine-3-carboxamide FC1=CC(=C(OC2CCC3(CN(C3)C(=O)N3C[C@H](CC3)C(=O)N)CC2)C=C1)S(=O)(=O)C